COC(=O)C=1C=2N(C=CC1)C=C(N2)C methylimidazo[1,2-a]pyridine-8-carboxylic acid methyl ester